ClC=1C(=C(C=CC1)NC=1C2=C(N=CN1)C=C(C(=N2)N2CC(C2)NC)F)F N-(3-chloro-2-fluoro-phenyl)-7-fluoro-6-[3-(methylamino)azetidin-1-yl]pyrido[3,2-d]pyrimidin-4-amine